6-hydroxy-3-methylbenzo[d]isoxazole-7-carboxylic acid OC1=C(C2=C(C(=NO2)C)C=C1)C(=O)O